CNC(=O)C=1C(N(C=C(C1)C(N[C@@H]1[C@H](C1)C)=O)CC1=CC=C(C(=O)O)C=C1)=O 4-((3-(methylcarbamoyl)-5-(((1s,2s)-2-methylcyclopropyl)carbamoyl)-2-oxopyridin-1(2H)-yl)methyl)benzoic acid